FC1=C(CN2C(C3=NC=C(C=C3C2=O)OC([2H])([2H])[2H])([2H])[2H])C=CC(=C1)C1=CC2=CN(N=C2C=C1)C 6-(2-fluoro-4-(2-methyl-2H-indazol-5-yl)benzyl)-3-(methoxy-d3)-6,7-dihydro-5H-pyrrolo[3,4-b]pyridin-5-one-7,7-d2